OC=1C=C(C=CC1)[C@@H]1C(=C(NC=2C[C@H](CC(C12)=O)C1=C(C=CC=C1)OC)C)C(=O)OC1CCCCC1 cyclohexyl (4S,7R)-4-(3-hydroxyphenyl)-7-(2-methoxyphenyl)-2-methyl-5-oxo-1,4,5,6,7,8-hexahydroquinoline-3-carboxylate